FC(C=1C=NC(=NC1)N)(F)F 5-(trisFluoromethyl)pyrimidin-2-amine